BrC=1C=C(C=CC1)N1N=C(C=C1)C(C(=O)O)C 2-[1-(3-bromophenyl)pyrazol-3-yl]propanoic acid